N-((2S,3S)-2-(3-bromo-2-fluorobenzyl)-1-(2-hydroxy-2-methylpropanoyl)pyrrolidin-3-yl)-1-fluoromethanesulfonamide BrC=1C(=C(C[C@@H]2N(CC[C@@H]2NS(=O)(=O)CF)C(C(C)(C)O)=O)C=CC1)F